6-(propane-2-yl)-2,6-diazaspiro[3.3]Heptane CC(C)N1CC2(CNC2)C1